ClC1=C(C(=CC(=C1)N)Cl)N 2,6-dichloro-para-phenylenediamine